(S)-2-amino-N-(1-(5-(3-cyano-6-ethoxypyrazolo[1,5-a]pyridin-4-yl)pyridin-2-yl)-4-(pyridin-2-ylmethyl)piperidin-4-yl)-3-methylbutanamide N[C@H](C(=O)NC1(CCN(CC1)C1=NC=C(C=C1)C=1C=2N(C=C(C1)OCC)N=CC2C#N)CC2=NC=CC=C2)C(C)C